ClC(C1=NC(=NO1)C1=CC(=C(CP(NC2=CC(=CC=C2)Cl)(=O)C)C=C1)F)(F)F P-(4-(5-(chlorodifluoromethyl)-1,2,4-oxadiazol-3-yl)-2-fluorobenzyl)-N-(3-chlorophenyl)-P-methylphosphinic amide